C1(CC1)N1N=CC(=C1CO[C@H]1[C@@H]2CN([C@H](C1)C2)C2=C(C=C(C=C2)CCC(=O)OCC)F)C2=C(C=CC=C2Cl)Cl ethyl 3-[4-[(1S,4S,5R)-5-[[1-cyclopropyl-4-(2,6-dichlorophenyl)-1H-pyrazol-5-yl]methoxy]-2-azabicyclo[2.2.1]heptan-2-yl]-3-fluorophenyl]propanoate